2-(chloromethyl)-5-fluoro-7-(tetrahydropyran-4-ylmethoxy)-3H-quinazolin-4-one ClCC1=NC2=CC(=CC(=C2C(N1)=O)F)OCC1CCOCC1